pentylphenylurea C(CCCC)N(C(=O)N)C1=CC=CC=C1